FC1C(C1C#N)F difluorocyclopropanecarbonitrile